ClCC(CCl)OC(=O)N[C@@H](CCCCN)C(=O)O N-(((1,3-dichloropropan-2-yl)oxy)carbonyl)-lysine